O.O.O.O.S(=O)(=O)(O)O.C(CN)N ethylenediamine sulfate tetrahydrate